C(C1=CC=CC=C1)N1C(=O)NC(=O)C(C1=O)C1=CC=CC=C1 1-benzyl-5-Phenyl-barbituric acid